7-chloro-8-fluoro-4-methyl-2-methylsulfanyl-pyrido[4,3-d]pyrimidine ClC1=C(C=2N=C(N=C(C2C=N1)C)SC)F